(S)-2-(4-(6-(benzo[d]thiazol-6-ylmethoxy)pyridin-2-yl)-2,5-difluorobenzyl)-1-(oxetan-2-ylmethyl)-1H-benzo[d]imidazole-6-carboxylic acid S1C=NC2=C1C=C(C=C2)COC2=CC=CC(=N2)C2=CC(=C(CC1=NC3=C(N1C[C@H]1OCC1)C=C(C=C3)C(=O)O)C=C2F)F